4-(4-amino-7-methyl-7H-pyrrolo[2,3-d]pyrimidin-5-yl)piperidine-1-carboxylic acid tert-butyl ester C(C)(C)(C)OC(=O)N1CCC(CC1)C1=CN(C=2N=CN=C(C21)N)C